N-[5-(4,4,5,5-tetramethyl-1,3,2-dioxaborolan-2-yl)pyridin-2-yl]acetamide CC1(OB(OC1(C)C)C=1C=CC(=NC1)NC(C)=O)C